aluminum iminodiacetic acid N(CC(=O)O)CC(=O)O.[Al]